[Si](C1=CC=CC=C1)(C1=CC=CC=C1)(C(C)(C)C)OC[C@H]1C[C@H](CCC1)OC1=C(C=CC(=C1)C)S(=O)(=O)N1[C@@H](CCC1)C(=O)OC(C)(C)C |o1:19,21| tert-Butyl ((2-(((1S*,3R*)-3-(((tert-butyldiphenylsilyl)oxy)methyl)cyclohexyl)oxy)-4-methylphenyl)sulfonyl)-L-prolinate